C(#N)/N=C(\NCCCCC1CCNCC1)/NC=1C=NC=CC1 (E)-2-cyano-1-(4-(piperidin-4-yl)butyl)-3-(pyridin-3-yl)guanidine